tert-butyl 4-(2-(((3S,4R)-3-hydroxytetrahydro-2H-pyran-4-yl)amino)-6,7-dihydropyrazolo[1,5-d]pyrimido[4,5-f][1,4]oxazepin-10-yl)piperidine-1-carboxylate O[C@@H]1COCC[C@H]1NC=1N=CC2=C(C=3N(CCO2)N=C(C3)C3CCN(CC3)C(=O)OC(C)(C)C)N1